(2-((5-Chloro-2-((2-mercapto-1H-benzo[d]imidazol-5-yl)amino)pyrimidin-4-yl)amino)phenyl)dimethylphosphine oxide ClC=1C(=NC(=NC1)NC1=CC2=C(NC(=N2)S)C=C1)NC1=C(C=CC=C1)P(C)(C)=O